ClC1=NC(=CC(=C1)C(=C)C1=CC(=C(C=C1)C(F)(F)F)F)Cl 2,6-dichloro-4-(1-(3-fluoro-4-(trifluoromethyl)phenyl)vinyl)pyridine